O.CC1=CC=C(C=C1)S(=O)(=O)O p-methylbenzene-1-sulfonic acid hydrate